6-cyclopropyl-1-methyl-1H-pyrazolo[3,4-d]Pyrimidin-4-ol C1(CC1)C1=NC(=C2C(=N1)N(N=C2)C)O